C1(=CC=CC=C1)N(C1=CC=C(C=C1)C1=CC=C2C=CC=C(C2=C1)C1=CC=CC=C1)C1=CC2=C(C3=C(O2)C=CC=C3N3C2=CC=CC=C2C=2C=CC(=CC32)C3=CC=CC=C3)C=C1 N-phenyl-N-{4-(1-phenyl-naphthalen-7-yl)phenyl}-{1-(2-phenyl-9H-carbazol-9-yl)dibenzo[b,d]furan-7-yl}-amine